5-cyclopropyl-7-fluoro-3,3-dimethyl-1-(2-oxopyrrolidin-3-yl)indol-2-one C1(CC1)C=1C=C2C(C(N(C2=C(C1)F)C1C(NCC1)=O)=O)(C)C